[4-(5-chlorooxazolo[4,5-b]pyridin-2-yl)piperazin-1-yl]-[3-fluoro-4-[5-(2-fluoro-2-methyl-propyl)-1,3,4-oxadiazol-2-yl]phenyl]methanone ClC1=CC=C2C(=N1)N=C(O2)N2CCN(CC2)C(=O)C2=CC(=C(C=C2)C=2OC(=NN2)CC(C)(C)F)F